2-chloro-6-methoxy-4-(1-(4-methoxybenzyl)-6-methyl-7-oxo-6,7-dihydro-1H-pyrazolo[3,4-c]pyridin-4-yl)benzaldehyde ClC1=C(C=O)C(=CC(=C1)C=1C2=C(C(N(C1)C)=O)N(N=C2)CC2=CC=C(C=C2)OC)OC